1-(difluoromethyl)-4-fluoro-1H-pyrazole-3-sulfonamide FC(N1N=C(C(=C1)F)S(=O)(=O)N)F